NC(CC(C1=C(C=CC(=C1)[N+](=O)[O-])F)NC(OC(C)(C)C)=O)=O tert-butyl (3-amino-1-(2-fluoro-5-nitrophenyl)-3-oxopropyl)carbamate